Cl.FC1=C(C=CC(=C1)[C@H]1NCCC1)C=1N=C2N(C3=C(N2C)C=C(C=C3)C(=O)NCCCN3CCC(CC3)F)C1 (S)-2-(2-fluoro-4-(pyrrolidin-2-yl)phenyl)-N-(3-(4-fluoropiperidin-1-yl)propyl)-9-methyl-9H-benzo[d]imidazo[1,2-a]imidazole-7-carboxamide hydrochloride